C1=CC=CC=2C3=CC=CC=C3C3=CC=CC=C3C3=CC=CC=C3C3=CC=CC=C3C3=CC=CC=C3C3=CC=CC=C3C12 HEPTAPHENYLENE